BrC=1C=C(C=CC1F)NC(=NO)C1=NON=C1SC[C@@H]1NC(N(C1)C)=O N-(3-bromo-4-fluorophenyl)-N'-hydroxy-4-({[(4R)-1-methyl-2-oxoimidazolidin-4-yl]methyl}sulfanyl)-1,2,5-oxadiazole-3-carboximidamide